ClC=1C(=NC(=NC1)N[C@@H]1C[C@H]2CO[C@@H]([C@H]1O)O2)C=2C=C(C1=C(N(C(=N1)C13CC(C1)(C3)C)C(C)C)C2)F (1S,3R,4S,5R)-3-((5-chloro-4-(4-fluoro-1-isopropyl-2-(3-methylbicyclo[1.1.1]pentan-1-yl)-1H-benzo[d]imidazol-6-yl)pyrimidin-2-yl)amino)-6,8-dioxabicyclo[3.2.1]octan-4-ol